2-[2-(4-cyanophenyl)-1-[3-(trifluoromethyl)phenyl]ethylidene]-N-[4-(difluoromethoxy)-phenyl]-hydrazinecarboxamide C(#N)C1=CC=C(C=C1)CC(C1=CC(=CC=C1)C(F)(F)F)=NNC(=O)NC1=CC=C(C=C1)OC(F)F